N-((R)-1-methylpyrrolidin-3-yl)-[2,3'-bipyridine]-6-carboxamide CN1C[C@@H](CC1)NC(=O)C1=CC=CC(=N1)C=1C=NC=CC1